Methylamid C[NH-]